FC=1C(=NC=CC1)[C@H](C)NC=1SC(=CN1)C(=O)N1CCC(CC1)N1C[C@@H](CCC1)C (2-{[(1S)-1-(3-fluoropyridin-2-yl)ethyl]amino}-1,3-thiazol-5-yl)[(3R)-3-methyl[1,4'-bipiperidine]-1'-yl]methanone